[Si](OOC)(OOC)(OOC)[O-] Trimethoxy silicate